N-(5-bromo-1,3,4-thiadiazol-2-yl)benzo[c]isoxazol-3-carboxamide BrC1=NN=C(S1)NC(=O)C1=C2C(=NO1)C=CC=C2